5-[methyl(octahydroindolizin-7-yl)amino][1,3]thiazolo[5,4-d][1,3]thiazol-2-yl-5-(1H-pyrazol-4-yl)pyridin-3-ol CN(C=1SC2=C(N1)SC(=N2)C2=NC=C(C=C2O)C=2C=NNC2)C2CCN1CCCC1C2